4-(2-(4-(1-ethylpiperidin-4-yloxy)phenylamino)thieno[3,2-d]pyrimidin-7-yl)-1H-pyrazole-1-carboxylic acid tert-butyl ester C(C)(C)(C)OC(=O)N1N=CC(=C1)C1=CSC2=C1N=C(N=C2)NC2=CC=C(C=C2)OC2CCN(CC2)CC